(S)-N-(2-chloro-3-((3,5-dimethyl-4-oxo-3,4-dihydroquinazolin-6-yl)amino)-4-fluorophenyl)-3-fluoropyrrolidine-1-sulfonamide ClC1=C(C=CC(=C1NC=1C(=C2C(N(C=NC2=CC1)C)=O)C)F)NS(=O)(=O)N1C[C@H](CC1)F